(Z)-ethyl-4-([1,2,4]triazolo[1,5-a]pyridin-6-yl)-2-hydroxy-4-oxo-2-butenoate C(C)OC(/C(=C/C(=O)C=1C=CC=2N(C1)N=CN2)/O)=O